CN(CCNC1=CN=CC(=N1)OC1CN(CC1)CC(=O)N)C 2-(3-((6-((2-(dimethylamino)ethyl)amino)pyrazin-2-yl)oxy)pyrrolidin-1-yl)acetamide